((3-(trifluoromethyl)phenyl)carbamoyl)(3-((5-(4-(trifluoromethyl)pyrimidin-5-yl)pyridin-2-yl)methyl)-1,2,3-oxadiazol-3-ium-5-yl)amide FC(C=1C=C(C=CC1)NC(=O)[N-]C1=C[N+](=NO1)CC1=NC=C(C=C1)C=1C(=NC=NC1)C(F)(F)F)(F)F